C(C)(C)(C)OC(=O)N1CCN(CC1)C1=C(C=C(C=C1)C(C)=O)C 4-(4-Acetyl-2-methylphenyl)piperazine-1-carboxylic acid tert-butyl ester